C(#N)C=1C=C(C2=C(O[C@]3(CN[C@@H](C3)C(=O)N)C(N2)=O)C1)F (2R,5'S)-7-cyano-5-fluoro-3-oxo-3,4-dihydrospiro[benzo[b][1,4]oxazine-2,3'-pyrrolidine]-5'-carboxamide